1,1-difluoro-4-(iodomethyl)cyclohexane FC1(CCC(CC1)CI)F